C(C=C)(=O)N1[C@@H](COC[C@H]1C1=CC(=NC(=C1)Cl)C1=NC=NC(=C1)N)C(=O)N(C)C (3S,5R)-4-acryloyl-5-(2-(6-aminopyrimidin-4-yl)-6-chloropyridin-4-yl)-N,N-dimethylmorpholine-3-carboxamide